O=C1N(CCC(N1)=O)C1=NC=NC2=C(C=CC=C12)N1CCN(CC1)C(=O)OC(C)(C)C tert-butyl 4-[4-(2,4-dioxohexahydropyrimidin-1-yl)quinazolin-8-yl]piperazine-1-carboxylate